FC1=C(C=C(C(=C1)C=1N=NC(=CC1)N(C1C[C@]2(CCC[C@@](C1)(N2)C)C)C)O)C2=CC(N(C=C2)CF)=O 4-[2-fluoro-5-hydroxy-4-(6-{methyl-[(1R,3S,5S)-1,5-dimethyl-9-azabicyclo[3.3.1]nonan-3-yl]amino}pyridazin-3-yl)phenyl]-1-(fluoromethyl)-1,2-dihydro-pyridin-2-one